N-(6-methyl-1-(4-(trifluoromethyl)phenyl)-1,2,3,4-tetrahydroquinolin-3-yl)acrylamide CC=1C=C2CC(CN(C2=CC1)C1=CC=C(C=C1)C(F)(F)F)NC(C=C)=O